ClC1=CC(=CC=2C(N(S(=NC12)(=O)C)CC1=CC(=C(C=C1)OC)OC)=O)C(F)(F)F 10-chloro-4-[(3,4-dimethoxyphenyl)methyl]-3-methyl-3-oxo-8-(trifluoromethyl)-3λ6-thia-2,4-diazabicyclo[4.4.0]deca-1(6),2,7,9-tetraen-5-one